thionan S1CCCCCCCC1